2-(1-(2-bromopyridin-4-yl)cyclopropyl)-3,5,6,7,8,9-hexahydro-4H-pyrimido[5,4-c]azepin-4-one BrC1=NC=CC(=C1)C1(CC1)C=1NC(C=2CNCCCC2N1)=O